4-(2-fluorophenyl)-1,2,5,6-tetrahydropyridine-2-carboxamide FC1=C(C=CC=C1)C1=CC(NCC1)C(=O)N